C1(CC1)S(=O)(=O)N1C[C@H]([C@@H](CC1)NC1=NN2C(C=N1)=C(C=C2C2=NC(=C(C=C2)F)C)F)O (3R,4R)-1-(cyclopropylsulfonyl)-4-((5-fluoro-7-(5-fluoro-6-methylpyridin-2-yl)pyrrolo[2,1-f][1,2,4]triazin-2-yl)amino)piperidin-3-ol